4-(4-aminobutoxy)-2-(2,6-dioxopiperidin-3-yl)isoindoline-1,3-dione trifluoroacetate FC(C(=O)O)(F)F.NCCCCOC1=C2C(N(C(C2=CC=C1)=O)C1C(NC(CC1)=O)=O)=O